C(C)(C)(C)OC(=O)N1CC(CCC1)C#CCOC1=C(C(=CC(=C1)C(=O)OC)[N+](=O)[O-])Cl 3-(3-(2-chloro-5-(methoxycarbonyl)-3-nitrophenoxy)prop-1-yn-1-yl)piperidine-1-carboxylic acid tert-butyl ester